FC=1C=C(C=C(C1)F)C1=CC(=CC=C1)C[C@@H]1C=2C(N(C=NC2CC[C@@H]1NS(=O)(=O)C1(CC1)F)C(C)C)=O |o1:15,24| rel-N-[(5R,6S)-5-[(3',5'-difluoro[1,1'-biphenyl]-3-yl)methyl]-4-oxo-3-(propan-2-yl)-3,4,5,6,7,8-hexahydroquinazolin-6-yl]-1-fluorocyclopropane-1-sulfonamide